(3-(3-hydroxyoxetan-3-yl)phenyl)(5-(4-(trifluoromethyl)phenyl)-3,4,5,6-tetrahydropyrrolo[3,4-c]pyrrol-2(1H)-yl)methanone OC1(COC1)C=1C=C(C=CC1)C(=O)N1CC=2CN(CC2C1)C1=CC=C(C=C1)C(F)(F)F